BrC=1C=C(SC1Br)C(=O)OC methyl 4,5-dibromothiophene-2-ylcarboxylate